FC1(CCN(CC1)C1=CC(=NC=C1)C(=O)NC1=NC=C(C=C1)OC1=CC=NC2=CC(=C(C=C12)OC)OCCCN1CCOCC1)F 4-(4,4-Difluoropiperidin-1-yl)-N-(5-((6-methoxy-7-(3-morpholinopropoxy)chinolin-4-yl)oxy)pyridin-2-yl)picolinamid